diallyl-(4-bromophenyl)phosphine oxide C(C=C)P(C1=CC=C(C=C1)Br)(CC=C)=O